C(C)C(COC(CCCCCCC\C=C/CCCCCC)=O)CCCC (Z)-9-hexadecenoic acid-2-ethylhexyl ester